C[C@@H]1N(C[C@H](N(C1)[C@H](CC)C1=CC=C(C=C1)C(F)(F)F)C)C=1C=2N=CN(C2N2C(N1)=NN=C2)C[C@H]2OCCC2 4-((2S,5R)-2,5-dimethyl-4-((R)-1-(4-(trifluoromethyl)phenyl)propyl)piperazin-1-yl)-1-(((S)-tetrahydrofuran-2-yl)methyl)-1H-[1,2,4]triazolo[3,4-b]purine